(E)-N-(4-(1-(6-(4-(7-((2-(2,6-dioxopiperidin-3-yl)-1-oxoisoindoline-4-yl)oxy)heptanoyl)piperazin-1-yl)nicotinoyl)piperidin-4-yl)butyl)-3-(pyridin-3-yl)acrylamide O=C1NC(CCC1N1C(C2=CC=CC(=C2C1)OCCCCCCC(=O)N1CCN(CC1)C1=NC=C(C(=O)N2CCC(CC2)CCCCNC(\C=C\C=2C=NC=CC2)=O)C=C1)=O)=O